ClC1=C(C=C2C=C(N=CC2=C1)NC(=O)[C@H]1CC12CC2)C2CCN(CC2)C2COC2 (S)-N-(7-chloro-6-(1-(oxetan-3-yl)piperidin-4-yl)isoquinolin-3-yl)spiro[2.2]pentane-1-carboxamide